3-phenyl-2-hydroxypropanoic acid C1(=CC=CC=C1)CC(C(=O)O)O